CN1[C@H]2[C@H](OC3=C1N=CC=1C3=C(N=CN1)NC1=CC(=C(C=C1)OC1=CC3=C(N(C=N3)C)C=C1)C)CCNC2 (7aR,11aR)-7-methyl-N-(3-methyl-4-((1-methyl-1H-benzo[d]imidazol-5-yl)oxy)phenyl)-7a,8,9,10,11,11a-hexahydro-7H-pyrido[4,3-b]pyrimido[5',4':4,5]pyrido[2,3-e][1,4]oxazin-1-amine